tert-butyl 3-[7-[6-[bis[(4-methoxyphenyl)methyl]amino]-4-methyl-3-(trifluoromethyl)-2-pyridyl]-6-chloro-2,8-difluoro-quinazolin-4-yl]-3,8-diazabicyclo[3.2.1]octane-8-carboxylate COC1=CC=C(C=C1)CN(C1=CC(=C(C(=N1)C1=C(C=C2C(=NC(=NC2=C1F)F)N1CC2CCC(C1)N2C(=O)OC(C)(C)C)Cl)C(F)(F)F)C)CC2=CC=C(C=C2)OC